(4S)-N-[8-(3,5-dichlorophenyl)-4-[methoxy(methyl)amino]-3-quinolyl]chromane-4-carboxamide ClC=1C=C(C=C(C1)Cl)C=1C=CC=C2C(=C(C=NC12)NC(=O)[C@H]1CCOC2=CC=CC=C12)N(C)OC